ClC=1C(=CC(=C(C1)NC(=O)[C@H]1N([C@@H]2CC[C@H]1C2)C2=NC(=CC(=C2)C(F)(F)F)C)F)F (1R,3S,4S)-N-(5-chloro-2,4-difluorophenyl)-2-(6-methyl-4-(trifluoromethyl)pyridin-2-yl)-2-azabicyclo[2.2.1]heptane-3-carboxamide